mono-calcium phosphate P(=O)([O-])([O-])O.[Ca+2]